CC1=CC=CC(=N1)C1=C(N=CN1)C=1C=C2C=C(C=NC2=CC1)C(=O)OC1CCC(CC1)(C)N (4-amino-4-methyl-cyclohexyl) 6-[5-(6-methyl-2-pyridyl)-1H-imidazol-4-yl]quinoline-3-carboxylate